(2S,4R)-1-(2-(3-acetyl-5-(pyridazin-4-yl)-1H-indol-1-yl)acetyl)-4-fluoro-N-(1-(1-methyl-1H-pyrazol-4-yl)piperidin-3-yl)pyrrolidine-2-carboxamide C(C)(=O)C1=CN(C2=CC=C(C=C12)C1=CN=NC=C1)CC(=O)N1[C@@H](C[C@H](C1)F)C(=O)NC1CN(CCC1)C=1C=NN(C1)C